methyl-ureidopyrimidinone 3,5-dihydroxy-1-adamantyl-methacrylate OC12CC3(CC(CC(C1)(C3)O)C2)OC(C(=C)C)=O.CC=2C(=NC(NC2)=O)NC(=O)N